ClCOCCC 1-(chloromethoxy)propane